C(C(C)C)[Al](CC(C)C)CC(C)C tri-isobutylaluminium